C1(=CC=CC=C1)C1CC=2C(=NC(=NC2CC1)N[C@@H](C)C1CCC(CC1)C(=O)O)N[C@H](CN1CCCC1)C1=CC=CC=C1 (1S,4r)-4-((1S)-1-((6-phenyl-4-(((R)-1-phenyl-2-(pyrrolidin-1-yl)ethyl)amino)-5,6,7,8-tetrahydroquinazolin-2-yl)amino)ethyl)cyclohexane-1-carboxylic acid